CCC(CC)N1N=CC(=C1)C=1C=2N(C=C(N1)C=1C=NN(C1)C[C@H](CO)O)N=CC2 (R)-3-(4-(4-(1-(pentan-3-yl)-1H-pyrazol-4-yl)pyrazolo[1,5-a]pyrazin-6-yl)-1H-pyrazol-1-yl)propane-1,2-diol